ClC1=NC(=NC(=C1C(F)(F)F)OC)C1=NC=C(C=C1)C 4-chloro-6-methoxy-2-(5-methyl-2-pyridyl)-5-trifluoromethylpyrimidine